BrC1=CC(=C(OC2=NC=C(C(=C2)S(=O)(=O)Cl)OC)C(=C1)Cl)Cl 2-(4-bromo-2,6-dichloro-phenoxy)-5-methoxy-pyridine-4-sulfonyl chloride